NC1=NC2=CC=C(C=C2C(=N1)C)C(=O)OC methyl 2-amino-4-methylquinazoline-6-carboxylate